O1C(C(C2=C1C=CC=C2)=O)=O benzofuran-2,3-dione